2,4-di-tert-butyl-5-methoxy-phenol C(C)(C)(C)C1=C(C=C(C(=C1)C(C)(C)C)OC)O